rac-6-(1-(4-(trifluoromethyl)benzyl)-1H-indazole-7-carboxamido)spiro[3.3]heptane-2-carboxylic acid FC(C1=CC=C(CN2N=CC3=CC=CC(=C23)C(=O)NC2CC3(CC(C3)C(=O)O)C2)C=C1)(F)F